FC=1C=C(C=NC1C1=NOC(=N1)C)C1=CC=CC=2N1N=CC2C(=O)N2CCCCC2 [7-[5-fluoro-6-(5-methyl-1,2,4-oxadiazol-3-yl)-3-pyridyl]pyrazolo[1,5-a]pyridin-3-yl]-(1-piperidyl)methanone